furo[3,2-c]pyridine-6-carbonitrile O1C=CC=2C=NC(=CC21)C#N